CCCCCCCCCCCCC1=C(C2=CC=CC=C2C=C1)S(=O)(=O)[O-].[Na+] dodecylnaphthalenesulfonic acid sodium salt